C(C)(C)(C)C1=C(C=CC(=C1)C(C)(C)C)OP(OC1=C(C=C(C=C1)C(C)(C)C)C(C)(C)C)OC1=C(C=C(C=C1)C(C)(C)C)C(C)(C)C.FC1=C(C=CC(=C1)S(=O)(=O)C)C=1N=C2SC(=NN2C1)OC(C)C1CCN(CC1)C(=O)OC(C)C isopropyl 4-(1-(6-(2-fluoro-4-(methylsulfonyl)phenyl)imidazo[2,1-b][1,3,4]thiadiazol-2-yloxy)ethyl)piperidine-1-carboxylate tris[2,4-di-t-butylphenyl]phosphite